5-((Trifluoromethyl)sulfonyl)-3,3a,4,5-tetrahydro-1H-isochromeno[4,5-cd]azepine FC(S(=O)(=O)N1CC2C3=C(C=C1)C=CC=C3COC2)(F)F